9-((6-((4,4-bis(((Z)-oct-5-en-1-yl)oxy)butanoyl)oxy)hexyl)(3-hydroxypropyl)amino)nonyl 2-butyloctanoate C(CCC)C(C(=O)OCCCCCCCCCN(CCCO)CCCCCCOC(CCC(OCCCC\C=C/CC)OCCCC\C=C/CC)=O)CCCCCC